N[C@H]1C[C@H](CCC1)C(=O)NC1=NC=C(C(=C1)C1=CC2=C(N=CN2C(C)C)C(=C1)F)C (1S,3R)-3-amino-N-[4-(7-fluoro-3-isopropyl-benzoimidazol-5-yl)-5-methyl-2-pyridinyl]Cyclohexanecarboxamide